2-((1R,5S,6R)-3-(7,7-difluoro-2-((S)-2-methylazetidin-1-yl)-6,7-dihydro-5H-cyclopenta[d]pyrimidin-4-yl)-3-azabicyclo[3.1.0]hexan-6-yl)acetic acid FC1(CCC2=C1N=C(N=C2N2C[C@@H]1C([C@@H]1C2)CC(=O)O)N2[C@H](CC2)C)F